N1N=C(C=C1)C=1C=CC=2C=3C(C(=NC2C1)N)=NN(C3)CCNC3=NC=CC=C3 7-(1H-pyrazol-3-yl)-2-(2-(pyridin-2-ylamino)ethyl)-2H-pyrazolo[3,4-c]Quinolin-4-amine